trans-6-[5-[2-[[4-Fluoro-6-[2-(1,2,4-triazol-1-yl)ethoxy]-2,3-dihydro-1H-inden-2-yl]methylamino]ethyl]-2-oxo-1,3-oxazolidin-3-yl]-4H-pyrazino[2,3-b][1,4]oxazin-3-one FC1=C2CC(CC2=CC(=C1)OCCN1N=CN=C1)CNCCC1CN(C(O1)=O)C1=NC2=C(OCC(N2)=O)N=C1